N1=CC=C(C=C1)C=1N=C(C2=C(N1)C=NC=C2)N2CCC1(CCN(C1)[C@@H]1[C@@H](CC1)O)CC2 (cis)-2-(8-(2-(pyridin-4-yl)pyrido[3,4-d]pyrimidin-4-yl)-2,8-diazaspiro[4.5]decan-2-yl)cyclobutan-1-ol